ClC1=CC=C(CNC(=O)NC2CC3(C2)CC(C3)CNC)C=C1 1-(4-chlorobenzyl)-3-(6-((methylamino)methyl)spiro[3.3]heptan-2-yl)urea